CC=1N=C(SC1)C#N methylthiazole-2-carbonitrile